2-((2-ethyl-6-(2-(4-((2R,4R)-4-hydroxypyrrolidine-2-carbonyl)piperazin-1-yl)pyrimidin-5-yl)imidazo[1,2-a]pyridin-3-yl)(methyl)amino)-4-(4-fluorophenyl)thiazole-5-carbonitrile C(C)C=1N=C2N(C=C(C=C2)C=2C=NC(=NC2)N2CCN(CC2)C(=O)[C@@H]2NC[C@@H](C2)O)C1N(C=1SC(=C(N1)C1=CC=C(C=C1)F)C#N)C